CC(=O)N[C@@H]1[C@H]([C@@H]([C@H](O[C@@H]1O[C@@H](CC(=O)[O-])C(=O)[O-])CO)O)O The molecule is a carbohydrate acid derivative anion obtained by deprotonation of both carboxy groups of (S)-malyl N-acetyl-alpha-D-glucosaminide; major species at pH 7.3. It is a conjugate base of a (S)-malyl N-acetyl-alpha-D-glucosaminide.